ClC1=C(COC2CN(C2)C(=O)N2C[C@@H]3[C@@H](OCC(N3)=O)CC2)C=CC(=C1)C(F)(F)F (4aR,8aS)-6-(3-((2-Chloro-4-(trifluoromethyl)benzyl)oxy)azetidine-1-carbonyl)hexahydro-2H-pyrido[4,3-b][1,4]oxazin-3(4H)-one